N-(4-(1H-pyrazol-4-yl)phenethyl)-2-ethynyl-thiazole-4-carboxamide N1N=CC(=C1)C1=CC=C(CCNC(=O)C=2N=C(SC2)C#C)C=C1